5-Fluoro-6-(2-methoxyethoxy)-3-(3-{4-[(2R)-2-methylmorpholine-4-carbonyl]phenyl}-1,2-oxazol-5-yl)-1H-indazole FC=1C=C2C(=NNC2=CC1OCCOC)C1=CC(=NO1)C1=CC=C(C=C1)C(=O)N1C[C@H](OCC1)C